FC1=CC=C(CC=2C=3N(C4=C(C2)N(CC4(C)C)C(CN4[C@H](CN[C@@H](C4)C)CN4[C@@H](COCC4)C)=O)N=C(N3)C)C=C1 1-(4-(4-fluorobenzyl)-2,8,8-trimethyl-7,8-dihydro-6H-pyrrolo[2,3-e][1,2,4]triazolo[1,5-a]pyridin-6-yl)-2-((2R,5R)-5-methyl-2-(((R)-3-methylmorpholino)methyl)piperazin-1-yl)ethan-1-one